FC1=C(C(=O)OC)C=CC=C1 methyl 2-fluorobenzoate